2-(4-thiomorpholinyl)-5-nitrobenzoic acid N1(CCSCC1)C1=C(C(=O)O)C=C(C=C1)[N+](=O)[O-]